benzyldimethyl-(2-hydroxyethyl)ammonium formate C(=O)[O-].C(C1=CC=CC=C1)[N+](CCO)(C)C